O=C1N(CCC(N1)=O)C1=NN(C2=CC(=CC=C12)C12CCC(CC2O1)NC(OC(C)(C)C)=O)C tert-butyl N-[6-[3-(2,4-dioxohexahydropyrimidin-1-yl)-1-methyl-indazol-6-yl]-7-oxabicyclo[4.1.0]heptan-3-yl]carbamate